CN1CCN(CC1)CC(=O)N1CCN(C2=CC=CC=C12)CC1=NC=CC=C1 2-(4-methylpiperazin-1-yl)-1-(4-(pyridin-2-ylmethyl)-3,4-dihydroquinoxalin-1(2H)-yl)ethane-1-on